7-azaspiro[3.5]nonane-2-ol C1C(CC12CCNCC2)O